NC1=C2N=CN(C2=NC=N1)CC(C)OCP(O)(O)=O (((1-(6-amino-9H-purin-9-yl)propan-2-yl)oxy)methyl)phosphonic acid